CN1C(=NC2=NC(=NC(=C12)N1CCOCC1)C1=NC(=NC=C1)C1=CC=CC=C1)C1=CC=NC=C1 4-(7-methyl-2-(2-phenylpyrimidin-4-yl)-8-(pyridin-4-yl)-7H-purin-6-yl)morpholine